(1R,5S) or (1R,5S)-3-(8-cyanoquinolin-5-yl)-5-(trifluoromethyl)-3-azaBicyclo[3.1.0]hexane-1-carboxamide C(#N)C=1C=CC(=C2C=CC=NC12)N1C[C@]2(C[C@]2(C1)C(F)(F)F)C(=O)N